C1(CCC1)C(C)OC1(C(CC2=CC=CC(=C12)SC(F)(F)F)(F)F)O (1-Cyclobutylethoxy)-2,2-difluoro-7-(trifluoromethylsulfanyl)-2,3-dihydro-1H-inden-1-ol